[As].[S].[Re] rhenium sulfur arsenic